C1(CC1)OC1=C(C(=NC=C1)F)C(=O)NC1=CC(=C(C(=C1)F)OC1=CC=NC2=CC(=C(N=C12)OC)OC)F 4-cyclopropoxy-N-{4-[(6,7-dimethoxy-1,5-naphthyridin-4-yl)oxy]-3,5-difluorophenyl}-2-fluoropyridine-3-carboxamide